NC=1C=C2C=C(N(C2=CC1)C(=O)OC(C)(C)C)C(=O)OC(C)(C)C di-tert-butyl 5-amino-1H-indole-1,2-dicarboxylate